4-(4-amino-3-tolyl)benzo[d]isoxazol-3-amine NC1=C(C=C(C=C1)C)C1=CC=CC2=C1C(=NO2)N